3-(4-methylcyclohexyloxy)-1,2-propanediol CC1CCC(CC1)OCC(CO)O